(R,S)-3-ethyl-7-methoxychroman-4-one C(C)[C@@H]1COC2=CC(=CC=C2C1=O)OC